BrC1=C2CCNCC2=C(C(=C1)[N+](=O)[O-])NCCCCCO 5-[(5-bromo-7-nitro-1,2,3,4-tetrahydroisoquinolin-8-yl)amino]pentan-1-ol